ClCC(CCN1C(C2=CC=CC=C2C1=O)=O)O 2-(4-chloro-3-hydroxy-butyl)isoindoline-1,3-dione